5,5-dimethyl-3-oxocyclohex-1-en-1-yl 4-fluorobenzoate FC1=CC=C(C(=O)OC2=CC(CC(C2)(C)C)=O)C=C1